CC1=NC2=CC=CC=C2C(=C1[N+](=O)[O-])NCC1=CC=C(CNC(OC(C)(C)C)=O)C=C1 tert-butyl (4-(((2-methyl-3-nitroquinolin-4-yl)amino)methyl)benzyl)carbamate